1-(2-(6-chloro-2-iodopyrimidin-4-yl)-2,7-diazaspiro[3.5]nonan-7-yl)ethane-1-one ClC1=CC(=NC(=N1)I)N1CC2(C1)CCN(CC2)C(C)=O